FC1=C(C(=CC(=C1)F)F)C1=C(C=CC=C1)CN (2,4,6-trifluorophenylphenyl)methylamine